C(C)(=O)OC1=CC=2CN(CCC2S1)C(C1=C(C=CC=C1)F)C(=O)C1CC1 2-acetoxy-5-(α-cyclopropylcarbonyl-2-fluorobenzyl)-4,5,6,7-tetrahydrothieno[3,2-c]pyridine